trimethyl-[3-[4-[(Z)-(3-methyl-1,3-benzothiazol-2-ylidene)methyl]pyridin-1-ium-1-yl]propyl]azanium C[N+](CCC[N+]1=CC=C(C=C1)\C=C\1/SC2=C(N1C)C=CC=C2)(C)C